(3-((R)-3-amino-1-(3-((S)-1-amino-2-hydroxyethyl)-1,2,4-oxadiazol-5-yl)-3-propoxy)ureido)cyclopropane-1-carboxylic acid N[C@@H](CCC1=NC(=NO1)[C@@H](CO)N)ONC(NC1(CC1)C(=O)O)=O